4-(2-Hydroxypropan-2-yl)-N-((5-methoxy-2,3-dihydro-1H-inden-4-yl)carbamoyl)furan-2-sulfonamide OC(C)(C)C=1C=C(OC1)S(=O)(=O)NC(NC1=C2CCCC2=CC=C1OC)=O